4-[(1H-pyrazol-4-ylmethyl)amino]piperidine-1-carboxylic acid tert-butyl ester C(C)(C)(C)OC(=O)N1CCC(CC1)NCC=1C=NNC1